4-(3-methoxyphenyl)-1-(methylsulfonyl)-1H-1,2,3-triazole COC=1C=C(C=CC1)C=1N=NN(C1)S(=O)(=O)C